N-(2,4-dimethoxybenzyl)-4-(3-(dimethylamino)-3-(3-(3-(trifluoromethyl)phenyl)-cyclobutyl)piperidin-1-yl)-2,6-difluoro-N-(pyrimidin-4-yl)benzenesulfonamide COC1=C(CN(S(=O)(=O)C2=C(C=C(C=C2F)N2CC(CCC2)(C2CC(C2)C2=CC(=CC=C2)C(F)(F)F)N(C)C)F)C2=NC=NC=C2)C=CC(=C1)OC